2-((S)-7-((R)-2-methylaziridine-2-carbonyl)-2,7-diazaspiro[4.4]nonan-2-yl)acetamide C[C@]1(NC1)C(=O)N1C[C@@]2(CCN(C2)CC(=O)N)CC1